C1(CC1)COC1=C(C=C(CCN)C=C1OC)OC 4-cyclopropylmethoxy-3,5-dimethoxy-phenethylamine